N-Benzyl-2-Methyl-Propane-2-Sulfinamide C(C1=CC=CC=C1)NS(=O)C(C)(C)C